N-ethyl-N-(2,2,2-trifluoro-1-(4-fluorophenyl)ethyl)pyrazolo[1,5-a]pyrimidine-6-sulfonamide C(C)N(S(=O)(=O)C=1C=NC=2N(C1)N=CC2)C(C(F)(F)F)C2=CC=C(C=C2)F